ClC1=CC=C(C=N1)S(=O)(NC)=NC(OC(C)(C)C)=O tert-butyl ((6-chloropyridin-3-yl)(methylamino)(oxo)-λ6-sulfaneylidene)carbamate